6-(2,6-dichloro-4-(6-cyano-3,5-dioxo-4,5-dihydro-1,2,4-triazin-2(3H)-yl)-phenoxy)-8-fluoro-4,4-dimethyl-1,3,4,9-tetrahydropyrano[3,4-b]indole-5-carbonitrile ClC1=C(OC2=C(C=3C4=C(NC3C(=C2)F)COCC4(C)C)C#N)C(=CC(=C1)N1N=C(C(NC1=O)=O)C#N)Cl